BrC1=CC=C(C=C1)SC1=C(N=NN1CC1=CC=C(C=C1)OC)C(=O)OC methyl 5-((4-bromophenyl)thio)-1-(4-methoxybenzyl)-1H-1,2,3-triazole-4-carboxylate